ClC=1C(=C2C(=NC1)NC(=N2)C2=CC=C(C=C2)N2CCN(CC2)CC=2C=NC=CC2)N[C@@H]2CN(CC2)C 6-Chloro-N-[(3S)-1-methylpyrrolidin-3-yl]-2-{4-[4-(pyridin-3-ylmethyl)piperazin-1-yl]phenyl}-3H-imidazo[4,5-b]pyridin-7-amine